(2S)-2-amino-3-(3-(4,4-dimethyl-1,2,3,4-tetrahydronaphthalen-1-yl)ureido)propanoic acid N[C@H](C(=O)O)CNC(=O)NC1CCC(C2=CC=CC=C12)(C)C